(1-((S)-1-Cyclobutylethyl)-1H-imidazol-4-yl)((1R,5S,6S)-6-(5,5-dimethyl-4,5-dihydro-isoxazol-3-yl)-3-azabicyclo[3.1.0]hexan-3-yl)methanone C1(CCC1)[C@H](C)N1C=NC(=C1)C(=O)N1C[C@H]2C([C@H]2C1)C1=NOC(C1)(C)C